C(CCCCCCCCCCCC)O.[Co+3] cobalt(III) tridecylalcohol